C(C)(C)(C)C=1C=CC(=C(N)C1)N1C=CC=C1 5-tertiary butyl-2-(1H-pyrrol-1-yl)aniline